C(C)(C)(C)OC(=O)NC(CC(=O)O)CC1=C(C=C(C(=C1)F)F)F 3-tert-butoxycarbonylamino-4-(2,4,5-trifluorophenyl)butyric acid